5-(2-fluoro-4-(N-methylpropionamido)phenyl)-N-(pyridin-3-ylmethyl)picolinamide FC1=C(C=CC(=C1)N(C(CC)=O)C)C=1C=CC(=NC1)C(=O)NCC=1C=NC=CC1